NC1=NN=C(S1)C(=O)O 5-amino-1,3,4-thiadiazole-2-carboxylic acid